8-methyl-1-octylnonyl 6-{6-[(Z)-7-hexadecenyl]-4-{2-[3-(dimethylamino)propionoxy]ethyl}-2-morpholinyl}hexanoate C(CCCCC\C=C/CCCCCCCC)C1OC(CN(C1)CCOC(CCN(C)C)=O)CCCCCC(=O)OC(CCCCCCC(C)C)CCCCCCCC